FC(CCC)(F)C1=CC=C(C(NO)=N)C=C1 4-(1,1-difluorobutyl)-N-hydroxybenzimidamide